1-[(Ethoxycarbonyl)oxy]ethyl (1S,2S)-2-[(3,4-dichlorophenyl)carbonyl]cyclopropane-1-carboxylate ClC=1C=C(C=CC1Cl)C(=O)[C@@H]1[C@H](C1)C(=O)OC(C)OC(=O)OCC